5-chloro-7-(1-methyl-1H-pyrazol-4-yl)imidazo[1,2-a]pyridine ClC1=CC(=CC=2N1C=CN2)C=2C=NN(C2)C